ClC1=C2CCN=CC2=CC(=C1O)Cl 5,7-dichloro-6-hydroxy-3,4-dihydroisoquinoline